CS(=O)(=O)[O-].C(CCCC)[N+]1=C(C=CC=C1)CC 1-Pentyl-2-ethylpyridinium methansulfonat